9-[4-(difluoromethoxy)phenyl]-7-(2-methyl-2H-indazol-5-yl)-2-[(2,2,2-trifluoroethyl)amino]-8H-pyrido[1,2-a]pyrimidin-8-one FC(OC1=CC=C(C=C1)C=1C(C(=CN2C1N=C(C=C2)NCC(F)(F)F)C2=CC1=CN(N=C1C=C2)C)=O)F